C(C1=CC=CC=C1)OC1=C(N(C=C(C1=O)C(NCC1=C(C=C(C=C1F)F)F)=O)N([C@H](C)CC=C)C(=O)OC(C)(C)C)C(=O)O (R)-3-(benzyloxy)-1-((tert-butoxycarbonyl)(pent-4-en-2-yl)amino)-4-oxo-5-((2,4,6-trifluorobenzyl)carbamoyl)-1,4-dihydropyridine-2-carboxylic acid